3-chloro-4-(ethoxycarbonyl)-2-fluorobenzoic acid ClC=1C(=C(C(=O)O)C=CC1C(=O)OCC)F